C=CCCCCCCCCCCCCCCCC n-Octadecene